2-((7-methyl-5-(methylsulfonyl)-1H-indol-4-yl)methyl)-2H-indazole-6-carbonitrile CC=1C=C(C(=C2C=CNC12)CN1N=C2C=C(C=CC2=C1)C#N)S(=O)(=O)C